tert-butyl (S)-(5-methyl-4-oxo-7-(2-(6-oxo-5-(trifluoromethyl)pyridazin-1(6H)-yl)ethoxy)-2,3,4,5-tetrahydrobenzo[b][1,4]oxazepin-3-yl)carbamate CN1C2=C(OC[C@@H](C1=O)NC(OC(C)(C)C)=O)C=CC(=C2)OCCN2N=CC=C(C2=O)C(F)(F)F